P(O)(=O)(OP(=O)(O)O)OC[C@@H]1[C@]([C@H]([C@@H](O1)N1C=NC=2C(=O)NC(N)=NC12)O)(O)OS(=O)(=O)C 3'-mesyloxy-guanosine 5'-diphosphate